C[C@@]12CC[C@H]3C(=CC[C@@H]4[C@@]3(CC[C@H](C4(C)C)O)C)[C@]1(CC[C@H]2C5C[C@@](C(=O)OC5)(C(C)(C)O)O)C The molecule is a tirucallane triterpenoid isolated from Dysoxylum lenticellatum. It has a role as a plant metabolite. It is a delta-lactone and a tirucallane triterpenoid.